(S)-N-(2-chloro-6-fluorophenyl)-4-(5,6-dimethylpyrazin-2-yl)-5-fluoro-2-((1,1,1-trifluoropropan-2-yl)oxy)benzamide ClC1=C(C(=CC=C1)F)NC(C1=C(C=C(C(=C1)F)C1=NC(=C(N=C1)C)C)O[C@H](C(F)(F)F)C)=O